[1-(4-bromobutyl)-1H-indol-3-yl]-butyric acid BrCCCCN1C=C(C2=CC=CC=C12)C(C(=O)O)CC